1-methyl-6-((5-(3-(4-(trifluoromethyl)phenyl)-1,2,4-oxadiazol-5-yl)pyrazin-2-yl)oxy-1H-indol-2-yl)(4-propylpiperazin-1-yl)methanone CC(=O)N1CCN(CC1C=1N(C2=CC=CC=C2C1)OC1=NC=C(N=C1)C1=NC(=NO1)C1=CC=C(C=C1)C(F)(F)F)CCC